(3RS,4RS)-3-methyl-2-oxopiperidine-4-carboxylic acid C[C@H]1C(NCC[C@H]1C(=O)O)=O |r|